NN1C(=NC=C1C(=O)OCC)N(CC1OCC1)C(=O)OC(C)(C)C Ethyl 1-amino-2-((tert-Butoxycarbonyl) (oxetan-2-ylmethyl) amino)-1H-imidazole-5-carboxylate